2-(4-bromophenyl)-1-cyclopropyl-4-(trifluoromethyl)-1H-imidazole BrC1=CC=C(C=C1)C=1N(C=C(N1)C(F)(F)F)C1CC1